ClC1=C(C(=CC(=C1)NCC=1C=NC(=CC1)C(F)(F)F)C)NC(CC1=CC(=CC=C1)F)=O N-{2-Chloro-6-methyl-4-[(6-trifluoromethyl-pyridin-3-ylmethyl)-amino]-phenyl}-2-(3-fluoro-phenyl)-acetamide